COC1=CC=C2C=CC=NC2=N1 7-methoxy-1,8-naphthyridine